5,5'-di-tert-butyl-2,2'-biphenol C(C)(C)(C)C1=CC=C(C(=C1)O)C=1C(=CC(=CC1)C(C)(C)C)O